NS(=O)(=O)NC1CCC2(CN(C2)C[C@@H]2CNCC2)CC1 (S)-3-((7-((aminosulfonyl)amino)-2-azaspiro[3.5]nonan-2-yl)methyl)pyrrolidine